IC=1C=CC(=NC1)N 5-iodopyridin-2-amine